P(OC1=CC(=CC=C1)CC(NC=1SC(=NN1)N[C@H]1CN(CC1)C=1N=NC=CC1)=O)([O-])=O (R)-(3-(2-oxo-2-((5-((1-(pyridazin-3-yl) pyrrolidin-3-yl) amino)-1,3,4-thiadiazol-2-yl) amino) ethyl) phenyl) phosphonate